1-(4-(6-(benzyloxy)-2-(bicyclo[4.2.0]octa-1(6),2,4-trien-2-yl)-3,4-dihydronaphthalen-1-yl)phenyl)-4-(dimethoxymethyl)piperidine C(C1=CC=CC=C1)OC=1C=C2CCC(=C(C2=CC1)C1=CC=C(C=C1)N1CCC(CC1)C(OC)OC)C=1C=2CCC2C=CC1